COC(=O)C=1SC(=CC1)Br 5-bromo-2-thiophenecarboxylic acid methyl ester